FC(C=1C=CC2=C(CC(O2)C2=CC(=NC=C2)C(=O)O)C1)(F)F 4-[5-(trifluoromethyl)-2,3-dihydro-1-benzofuran-2-yl]-2-pyridinecarboxylic acid